2,2'-methylene-bis(4,6-di-tert-butylphenol) phosphate aluminium salt [Al+3].P(=O)([O-])([O-])OC1=C(C=C(C=C1C(C)(C)C)C(C)(C)C)CC1=C(C(=CC(=C1)C(C)(C)C)C(C)(C)C)O.C(C1=C(C(=CC(=C1)C(C)(C)C)C(C)(C)C)OP(=O)([O-])[O-])C1=C(C(=CC(=C1)C(C)(C)C)C(C)(C)C)O.C(C1=C(C(=CC(=C1)C(C)(C)C)C(C)(C)C)OP(=O)([O-])[O-])C1=C(C(=CC(=C1)C(C)(C)C)C(C)(C)C)O.[Al+3]